C(C)(C)(C)OC(=O)N1[C@H](CC(C[C@H]1C)O)C (2S,4r,6R)-tert-butyl-4-hydroxy-2,6-dimethylpiperidine-1-carboxylate